1-(3,4-dichlorophenyl)-2-pyrrolidin-1-yl-ethanone oxime ClC=1C=C(C=CC1Cl)C(CN1CCCC1)=NO